(S)-2-(2-((2,5-bis(trifluoromethyl)pyrazolo[1,5-a]pyrimidin-7-yl)amino)-1-(4-fluorophenyl)ethyl)-2-azaspiro[3.5]nonan-7-ol FC(C1=NN2C(N=C(C=C2NC[C@H](C2=CC=C(C=C2)F)N2CC3(C2)CCC(CC3)O)C(F)(F)F)=C1)(F)F